5-bromo-3,4-dihydroisoquinolin-1(2H)-one BrC1=C2CCNC(C2=CC=C1)=O